N-(4-(7-(3-(2,6-diazaspiro[3.3]heptane-2-yl)propoxy)-6-methoxyquinazolin-4-yl)phenyl)-2-(4-(trifluoromethyl)phenyl)acetamide C1N(CC12CNC2)CCCOC2=C(C=C1C(=NC=NC1=C2)C2=CC=C(C=C2)NC(CC2=CC=C(C=C2)C(F)(F)F)=O)OC